N-[3-(2,6-dimethylphenoxy)quinoxalin-2-yl]benzenesulfonamide CC1=C(OC=2C(=NC3=CC=CC=C3N2)NS(=O)(=O)C2=CC=CC=C2)C(=CC=C1)C